CC1=CC=C(C=C1)C(=O)Cl p-Toluyl chloride